n-nonyl isophthalate (n-octyl isophthalate) C(CCCCCCC)C1=C(C(=O)O)C=CC=C1C(=O)O.C(C1=CC(C(=O)O)=CC=C1)(=O)OCCCCCCCCC